1-(5-(4-((1r,3s)-3-(benzyloxy)cyclobutoxy)-6-((S)-3-methoxytetrahydrofuran-3-yl)pyridin-2-yl)-7-methylpyrrolo[1,2-c]pyrimidin-3-yl)urea C(C1=CC=CC=C1)OC1CC(C1)OC1=CC(=NC(=C1)[C@@]1(COCC1)OC)C=1C=C(N2C=NC(=CC21)NC(=O)N)C